2-amino-2-[4-(3-chlorophenyl)-1,2,4-triazol-3-yl]acetonitrile NC(C#N)C1=NN=CN1C1=CC(=CC=C1)Cl